FC(C=1C=C(C=CC1)[C@H](C)NC(CCCC)=O)(F)F N-((S)-1-(3-(trifluoromethyl)phenyl)ethyl)pentanamide